tert-butyl 4-(7-((3-((2,6-dimethylphenyl)amino)-1-methyl-1H-pyrazolo[3,4-d]pyrimidin-6-yl)amino)-1,2,3,4-tetrahydroisoquinoline-2-carbonyl)-4-fluoropiperidine-1-carboxylate CC1=C(C(=CC=C1)C)NC1=NN(C2=NC(=NC=C21)NC2=CC=C1CCN(CC1=C2)C(=O)C2(CCN(CC2)C(=O)OC(C)(C)C)F)C